1-cyclopropyl-7-methoxy-1H-benzo[d]Imidazole-5-carboxylic acid methyl ester COC(=O)C1=CC2=C(N(C=N2)C2CC2)C(=C1)OC